(1S*,2R*)-2-((3-((1-(4-chlorophenyl)-2-oxo-2-(6-(trifluoromethoxy)-indolin-1-yl)ethyl)amino)-5-methoxyphenoxy)methyl)-2-fluorocyclopropane-carboxylic acid ClC1=CC=C(C=C1)C(C(N1CCC2=CC=C(C=C12)OC(F)(F)F)=O)NC=1C=C(OC[C@@]2([C@@H](C2)C(=O)O)F)C=C(C1)OC |o1:30,31|